FC(C(=O)O)(F)F.N[C@H](C(=O)OC)CC1=CC=C(C=2N1C=CN2)C=2C(N(C1=CC=CC=C1C2OC)C)=O methyl (S)-2-amino-3-(8-(4-methoxy-1-methyl-2-oxo-1,2-dihydroquinolin-3-yl)imidazo[1,2-a]pyridin-5-yl)propanoate trifluoroacetate